FC(CN1N=CC=2C1=NC(=CN2)NC2C[C@@H]1[C@@H](CN(C1)C1=NC(=CN=C1)OC)C2)F 1-(2,2-difluoroethyl)-N-((3aR,5s,6aS)-2-(6-methoxypyrazin-2-yl)octahydrocyclopenta[c]pyrrol-5-yl)-1H-pyrazolo[3,4-b]pyrazin-6-amine